CC1(OB(OC1(C)C)C=1C=NN(C1)C1CNCCC1)C 3-[4-(4,4,5,5-tetramethyl-1,3,2-dioxaborolan-2-yl)-1H-pyrazol-1-yl]piperidin